(R)-8-bromo-3-methyl-3,4-dihydrobenzo[f][1,4]oxazepin-5(2H)-one BrC1=CC2=C(C(N[C@@H](CO2)C)=O)C=C1